S1C(=NC2=C1C=CC=C2)OC2CCC(CC2)=O 4-(benzothiazolyloxy)cyclohexanone